(1R,2R)-bis[(2-methoxyphenyl)phenylphosphino]ethane COC1=CC=CC=C1[P@](CC[P@](C2=CC=CC=C2)C3=CC=CC=C3OC)C4=CC=CC=C4